8-methoxy-2,6,8,10,12,12-hexamethyl-4-propyl-1-oxa-4-azacyclotridecane-11,13-dione COC1(CC(CN(CC(OC(C(C(C(C1)C)=O)(C)C)=O)C)CCC)C)C